COCC1CC2(CCC1)C1CCC(C2NC(OCC2=CC=CC=C2)=O)C1 benzyl (rac-3'-(methoxymethyl)spiro[bicyclo[2.2.1]heptane-2,1'-cyclohexan]-3-yl)carbamate